(1-((4'-(6-chloro-2-(((3R,3aR,6R,6aR)-6-hydroxyhexahydrofuro[3,2-b]furan-3-yl)oxy)-1H-benzo[d]imidazol-5-yl)-[1,1'-biphenyl]-4-yl)methyl)azetidine-3,3-diyl)dimethanol ClC=1C(=CC2=C(NC(=N2)O[C@H]2[C@@H]3[C@H](OC2)[C@@H](CO3)O)C1)C1=CC=C(C=C1)C1=CC=C(C=C1)CN1CC(C1)(CO)CO